N-(2-cyclopropylisoindolin-4-yl)-3-methylpyridine-2-sulfonamide C1(CC1)N1CC2=CC=CC(=C2C1)NS(=O)(=O)C1=NC=CC=C1C